C(\C(\C)=C/C(=O)[O-])(=O)[O-].[Mn+2] manganese (II) citraconate